(5aR,6S,6aS)-3-((3-fluoro-8-(2-(trifluoromethyl)phenyl)-5,6,7,8-tetrahydronaphthalen-2-yl)methoxy)-5,5a,6,6a-tetrahydrocyclopropa[4,5]cyclopenta[1,2-c]pyridine-6-carboxylic acid FC=1C(=CC=2C(CCCC2C1)C1=C(C=CC=C1)C(F)(F)F)COC1=CC2=C(C=N1)[C@H]1[C@@H](C2)[C@@H]1C(=O)O